2-[(3-iodo-1H-indazol-6-yl)thio]-N-methylbenzamide IC1=NNC2=CC(=CC=C12)SC1=C(C(=O)NC)C=CC=C1